(7,9-difluoro-2,3,4,5-tetrahydro-1H-benzo[b]azepin-1-yl)-2-fluoro-3-(trifluoromethyl)benzonitrile FC1=CC2=C(N(CCCC2)C2=C(C(=C(C#N)C=C2)F)C(F)(F)F)C(=C1)F